(E)-4-(N-benzyl-2,4-dianilinopyrimidine-5-carboxamido)-2-butene C(C1=CC=CC=C1)N(C(=O)C=1C(=NC(=NC1)NC1=CC=CC=C1)NC1=CC=CC=C1)C/C=C/C